N,N-diethyl-2-hydroxybenzoamide C(C)N(C(C1=C(C=CC=C1)O)=O)CC